(E)-4-(1,3-dithian-2-yl)phenyl 3-(4-bromo-phenyl)-acrylate BrC1=CC=C(C=C1)/C=C/C(=O)OC1=CC=C(C=C1)C1SCCCS1